ClC1=C(C=CC=C1)[C@@H]([C@@H](C1CCCCC1)N[S@](=O)C(C)(C)C)N=C(C1=CC=CC=C1)C1=CC=CC=C1 (R)-N-((1R,2S)-2-(2-chlorophenyl)-1-cyclohexyl-2-((diphenylmethylene)amino)ethyl)-2-methylpropane-2-sulfinamide